(S)-N-(2-Phenylpropyl)aniline C1(=CC=CC=C1)[C@@H](CNC1=CC=CC=C1)C